ClC1=C(C(=O)NC2=NN(C=C2)CC2=C(C=C(C=C2)Cl)Cl)C(=CC=C1)Cl 2,6-dichloro-N-{1-[(2,4-dichlorophenyl)methyl]-1H-pyrazol-3-yl}benzamide